2-((3-chloro-4-fluorophenyl)((5-fluoro-6-methylpyridin-2-yl)amino)methyl)-5-(hydroxymethyl)-1H-imidazol ClC=1C=C(C=CC1F)C(C=1NC(=CN1)CO)NC1=NC(=C(C=C1)F)C